COC=1C=C(N)C=CC1OC 3,4-dimethoxy-aniline